4-chloro-2-iodo-N-(1-methyl-1H-1,2,3-triazol-4-yl)-N-((2-(trimethylsilyl)ethoxy)methyl)benzamide ClC1=CC(=C(C(=O)N(COCC[Si](C)(C)C)C=2N=NN(C2)C)C=C1)I